6-[bis(propan-2-yl)phosphoryl]-2-methyl-N-{(1R)-1-[2-methyl-3-(trifluoromethyl)phenyl]ethyl}pyrido[3,4-d]pyrimidin-4-amine CC(C)P(=O)(C(C)C)C1=CC2=C(N=C(N=C2N[C@H](C)C2=C(C(=CC=C2)C(F)(F)F)C)C)C=N1